2,2-dimethyl-3-(piperazin-1-yl)propan-1-ol CC(CO)(CN1CCNCC1)C